9,9'-(5-(Triphenylsilyl)-1,3-phenylen)bis-9H-carbazol C1(=CC=CC=C1)[Si](C=1C=C(C=C(C1)N1C2=CC=CC=C2C=2C=CC=CC12)N1C2=CC=CC=C2C=2C=CC=CC12)(C1=CC=CC=C1)C1=CC=CC=C1